CN(C=1C(=CC=CC1)N)C N,N-dimethylbenzenediamine